NC1C(N(C=2N(CCC1)N=CC2)C)=O 6-amino-4-methyl-6,7,8,9-tetrahydropyrazolo[1,5-a][1,3]diazocine-5(4H)-one